tert-butyldiphenyl(((1S,2S)-2-((3-((tetrahydro-2H-pyran-2-yl)oxy)propoxy)methyl)cyclopropyl)methoxy)silane C(C)(C)(C)[Si](OC[C@@H]1[C@H](C1)COCCCOC1OCCCC1)(C1=CC=CC=C1)C1=CC=CC=C1